ClC1=NC=C(C(=N1)C1=CN(C2=C(C=CC=C12)[N+](=O)[O-])COCC[Si](C)(C)C)C 3-(2-chloro-5-methylpyrimidin-4-yl)-7-nitro-1-((2-(trimethylsilyl)ethoxy)methyl)-1H-indole